2'-chloro-5'-methoxy-N-{5-[(6-methoxypyridin-3-yl)carbamoyl]-1,3,4-thiadiazol-2-yl}-6-methyl-[4,4'-bipyridine]-3-carboxamide ClC1=NC=C(C(=C1)C1=C(C=NC(=C1)C)C(=O)NC=1SC(=NN1)C(NC=1C=NC(=CC1)OC)=O)OC